(R)-1'-(6-((2-amino-3-chloropyridin-4-yl)thio)-1,2,4-triazin-3-yl)-2-methyl-5,7-dihydrospiro[cyclopenta[b]pyridine-6,4'-piperidin]-5-amine NC1=NC=CC(=C1Cl)SC1=CN=C(N=N1)N1CCC2(CC1)[C@H](C=1C(=NC(=CC1)C)C2)N